((1S,6R,7R)-3-(3-(5-chloro-3-methoxyquinoxalin-6-yl)-1H-pyrazolo[3,4-b]pyrazin-6-yl)-7-(2-fluorophenyl)-3-azabicyclo[4.1.0]heptan-7-yl)methanamine ClC1=C2N=C(C=NC2=CC=C1C1=NNC2=NC(=CN=C21)N2C[C@@H]1[C@]([C@@H]1CC2)(C2=C(C=CC=C2)F)CN)OC